N-(1-Octadecanoyloxyethoxy-carbonyl)-(-)-N-ethyl-3-phenylbicyclo[2.2.1]heptan-2-amine C(CCCCCCCCCCCCCCCCC)(=O)OC(C)OC(=O)N(C1C2CCC(C1C1=CC=CC=C1)C2)CC